O[C@H](CC)C1=CC(=C(C=N1)C=1C(N(C2=CC(=NC=C2C1)NC(=O)C1CC1)C)=O)C (R)-N-(3-(6-(1-hydroxypropyl)-4-methylpyridin-3-yl)-1-methyl-2-oxo-1,2-dihydro-1,6-naphthyridin-7-yl)cyclopropanecarboxamide